(S)-4-Bromo-2-((3-methylpiperidin-1-yl)methyl)-6-(trifluoro-methyl)pyridine BrC1=CC(=NC(=C1)C(F)(F)F)CN1C[C@H](CCC1)C